C(O)(O)=O.BrC1=CC=C(C=C1)N1N=CC(=C1CC1=CC=C(C=C1)[N+](=O)[O-])C (1-(4-bromophenyl)-4-methyl-1H-pyrazol-5-yl)methyl-(4-nitrobenzene) carbonate